benzyl ((cis)-3-hydroxy-3-methylcyclobutyl)carbamate OC1(CC(C1)NC(OCC1=CC=CC=C1)=O)C